OC1(NC(C2=CC=CC=C12)=O)C1=C(C=CC=C1)OC 3-hydroxy-3-(2-methoxyphenyl)isoindolin-1-one